C(C1=CC=CC=C1)OC=1C=CC(=NC1C1OCCO1)C#CCN1CC2=C(C3=C(C1)C=CC=C3)C=CC=C2 6-(3-(5-(benzyloxy)-6-(1,3-dioxolan-2-yl)pyridin-2-yl)prop-2-yn-1-yl)-6,7-dihydro-5H-dibenzo[c,e]azepine